4,6-di-p-tolyl-1,3,5-triazine C1(=CC=C(C=C1)C1=NC=NC(=N1)C1=CC=C(C=C1)C)C